C(C)(C)N(P(N(C(C)C)C(C)C)OCC1=C(C=CC=C1)C(=O)OC(C)C)C(C)C N,N,N',N'-tetraisopropyl-1-(2-isopropyloxycarbonylbenzyloxy)phosphanediamine